COC1=C(C(=CC(=C1)OC)CCCCC)S(=O)(=O)NC1=CC=CC=C1 2,4-dimethoxy-6-pentyl-N-phenyl-benzenesulfonamide